NC=1C2=C(N=CN1)N(C(=C2C2=CC[C@H](CC2)C(=O)N2CCC1=CC=CC=C21)C2=CC=C(C=C2)NC(C(=C)C)=O)C (S)-N-(4-(4-amino-5-(4-(indoline-1-carbonyl)cyclohex-1-enyl)-7-methyl-7H-pyrrolo[2,3-d]pyrimidin-6-yl)phenyl)methacrylamide